N1CC(C1)NC1=CC=CC(=N1)C=1C(=NN(C1)[C@@H]1C[C@H](C1)CNC=1C=C2C(N(C(C2=CC1)=O)C1C(NC(CC1)=O)=O)=O)C1CC1 5-(((trans-3-(4-(6-(azetidin-3-ylamino)pyridin-2-yl)-3-cyclopropyl-1H-pyrazol-1-yl)cyclobutyl)methyl)amino)-2-(2,6-dioxopiperidin-3-yl)isoindoline-1,3-dione